(2r,6s)-6-((4-bromophenoxy)methyl)-2-methyl-2-((methylsulfonyl)methyl)-1,4-dioxane BrC1=CC=C(OC[C@@H]2COC[C@@](O2)(CS(=O)(=O)C)C)C=C1